iron potassium dihydroporphin C12CC=C(N1)C=C1C=CC(=N1)C=C1C=CC(N1)=CC=1C=CC(N1)=C2.[K].[Fe]